[Na+].[Na+].C(CCC)(=O)[O-].C(CCC)(=O)[O-] butyric acid disodium salt